C(C)(C)(C)C1=CC(=NC=C1)C1=NC=CC(=C1)C(C)(C)C 4,4'-di-tert.Butyl-2,2'-bipyridyl